(3R)-3-amino-5-[(4-chlorophenyl)methyl]-7-[5-(2-hydroxyspiro[3.3]heptan-6-yl)-1,3,4-oxadiazol-2-yl]-1,1-dioxo-2,3-dihydro-1lambda6,5-benzothiazepin-4-one N[C@H]1CS(C2=C(N(C1=O)CC1=CC=C(C=C1)Cl)C=C(C=C2)C=2OC(=NN2)C2CC1(CC(C1)O)C2)(=O)=O